diethylene oxide C1CCOC1